C(C)(C)(C)C1=CC=C(C=N1)C=1N=C2SC[C@H](CN2C(C1C#N)=O)C (S)-8-(6-(tert-butyl)pyridin-3-yl)-3-methyl-6-oxo-3,4-dihydro-2H,6H-pyrimido[2,1-b][1,3]thiazine-7-carbonitrile